P(O)(=O)(OP(=O)(O)OP(=O)(O)O)OC[C@@H]1[C@H](C[C@@](O1)(N1C(=O)NC(=O)C=C1)CC=CN)O aminoallyl-deoxyuridine 5'-triphosphate